2-isocyanato-1,1-dimethyl-ethyl-triethoxysilane N(=C=O)CC(C)(C)[Si](OCC)(OCC)OCC